1,1-di-tert-butoxytrimethylamine CC(C)(C)OC(N(C)C)OC(C)(C)C